(4S)-3,3-dimethyloxan CC1(COCCC1)C